C1(=CC=CC=C1)C(=O)C1COCO1 dioxolane-5-yl (phenyl) ketone